4-[(5-but-2-ynyloxy-4-methyl-3-pyridinyl)methyl]-3-fluoro-pyridin-2-amine C(C#CC)OC=1C(=C(C=NC1)CC1=C(C(=NC=C1)N)F)C